[N-](S(=O)(=O)C(F)(F)F)S(=O)(=O)C(F)(F)F.C[N+]1=CC=C(C=C1)C1=CC=[N+](C=C1)C.[N-](S(=O)(=O)C(F)(F)F)S(=O)(=O)C(F)(F)F 1,1'-dimethyl-4,4'-bipyridinium bis(trifluoromethanesulfonyl)imide salt